FC=1C(=NC=CC1)N1C(N(C=2C=NC=3C=C(C(=CC3C21)C=2C=NNC2)OC)C)=O 1-(3-Fluoropyridin-2-yl)-7-methoxy-3-methyl-8-(1H-pyrazol-4-yl)-1,3-dihydroimidazo[4,5-c]quinolin-2-one